C(C1=CC(=C(N)C(=C1)CC)C)C1=CC(=C(N)C(=C1)CC)C 4,4'-methylene-bis-(2-methyl-6-ethylaniline)